ClC1=C(C=CC=C1C1=C(C(=NC=C1)C1=CC(=C(C=C1)CNC1CCN(CC1)C(CC)=O)OC)Cl)C1=CC=C(C(=N1)OC)CNC1CCN(CC1)C(CC)=O 1-(4-(((6-(2-Chloro-3-(3-chloro-2-(3-methoxy-4-(((1-propionylpiperidin-4-yl)amino)methyl)phenyl)pyridin-4-yl)phenyl)-2-methoxypyridin-3-yl)methyl)amino)piperidin-1-yl)propan-1-one